N1C=NC(=C1C(=O)N)C(=O)N imidazole-4,5-diamide